(2S,4R)-N-(6-bromopyridin-2-yl)-4-fluoro-1-(2-(3-(2-hydroxyacetyl)-5-(2-methylpyrimidin-5-yl)-1H-indazol-1-yl)acetyl)pyrrolidine-2-carboxamide BrC1=CC=CC(=N1)NC(=O)[C@H]1N(C[C@@H](C1)F)C(CN1N=C(C2=CC(=CC=C12)C=1C=NC(=NC1)C)C(CO)=O)=O